C(C)(=O)NCC1CCN(CC1)CC1=CC(=NC(=C1)C1=CC(=CC(=C1)Cl)Cl)OC=1C=CC(=NC1)N1C[C@H]2CC[C@@H](C1)N2CCC(=O)O 3-((1R,5S)-3-(5-((4-((4-(acetamidomethyl)piperidin-1-yl)methyl)-6-(3,5-dichlorophenyl)pyridin-2-yl)oxy)pyridin-2-yl)-3,8-diazabicyclo[3.2.1]octan-8-yl)propanoic acid